C(CCC)N(C1=CC=C(C=C1)OC1=CC=CC=C1)S(=O)(=O)C=1C(=NOC1C)C N-Butyl(3,5-dimethyl-4-isoxazolylsulfonyl)(p-phenoxyphenyl)amine